C(#N)C=1C(=NC(=C(C1CC)C#N)N1CCC12CCNCC2)SC(C(=O)N)C2=CC=CC=C2 2-((3,5-dicyano-4-ethyl-6-(1,7-diazaspiro[3.5]non-1-yl)pyridin-2-yl)sulfanyl)-2-phenylacetamide